COC(=O)CC=CC 2-butenecarboxylic acid methyl ester